C(=O)(O)C1=CC=C(OC2=CC=C(C=C2)C2=NC=CC(=C2)C2=NC(=CC=C2)C2=CC=NC=C2)C=C1 4-(4-carboxyphenoxy)phenyl-4,2':6',4''-terpyridine